FC(OC1=CC(=C(C=C1)S(=O)(=O)N1CC2(C1)CN(C2)CC2CCOCC2)F)F 2-((4-(difluoromethoxy)-2-fluorophenyl)sulfonyl)-6-((tetrahydro-2H-pyran-4-yl)methyl)-2,6-diazaspiro[3.3]heptane